C(C1=CC=CC=C1)N1C2=C(OC(C1)C(=O)NC1CCOCC1)C=CC(=C2)C(=O)NO 4-benzyl-N6-hydroxy-N2-(tetrahydro-2H-pyran-4-yl)-3,4-dihydro-2H-benzo[b][1,4]oxazine-2,6-dicarboxamide